OC1=CC=C(C=C1)C(C(=O)OC)NC(CC(=O)OC)=O methyl 3-((1-(4-hydroxyphenyl)-2-methoxy-2-oxoethyl) amino)-3-oxopropionate